N-(5-(3'-Methyl-2'-oxo-2',3'-dihydrospiro[cyclopropane-1,1'-pyrrolo[2,3-c]quinolin]-8'-yl)-2-(2-(1-methylpiperidin-2-yl)ethoxy)pyridin-3-yl)cyclopropanesulfonamide CN1C(C2(C3=C1C=NC=1C=CC(=CC31)C=3C=C(C(=NC3)OCCC3N(CCCC3)C)NS(=O)(=O)C3CC3)CC2)=O